3-methoxy-4-[2-(piperidinyl)-ethoxy]benzaldehyde COC=1C=C(C=O)C=CC1OCCN1CCCCC1